O=C1N(CCC(N1)=O)C=1C=CC(=NC1)CN1CCC(CC1)N1N=C2C(=C(C=CC2=C1)OC)NC(C1=CC(=CC=C1)C(F)(F)F)=O N-(2-(1-((5-(2,4-dioxotetrahydropyrimidin-1(2H)-yl)pyridin-2-yl)methyl)piperidin-4-yl)-6-methoxy-2H-indazol-7-yl)-3-(trifluoromethyl)benzamide